N2-(4-(Dimethylamino)benzyl)-1,2-propandiamin CN(C1=CC=C(CNC(CN)C)C=C1)C